([1,1'-biphenyl]-3-carbonyl)-4-aminobenzenesulfonohydrazide C1(=CC(=CC=C1)C(=O)C1=C(C=CC(=C1)N)S(=O)(=O)NN)C1=CC=CC=C1